2-aminoethylmethylamide hydrochloride Cl.NCC[N-]C